1-bromo-5-(difluoromethyl)-2-methyl-4-methylsulfanyl-benzene BrC1=C(C=C(C(=C1)C(F)F)SC)C